1,3-bis-(2,6-diisopropyl-phenyl)3H-imidazol-1-ium chloride [Cl-].C(C)(C)C1=C(C(=CC=C1)C(C)C)[N+]1=CN(C=C1)C1=C(C=CC=C1C(C)C)C(C)C